(S)-N-(2-(4-(3,5'-dichloro-4-((3,5-difluoropyridin-2-yl)methoxy-d2)-6-methyl-2-carbonyl-2H-[1,4'-bipyridin]-2'-yl)pyridin-2-yl)propan-2-yl)acetamide ClC=1C(N(C(=CC1OC([2H])([2H])C1=NC=C(C=C1F)F)C)C1=CC(=NC=C1Cl)C1=CC(=NC=C1)C(C)(C)NC(C)=O)=C=O